N-{5-[1-(4-ethylphenyl)-1H-pyrazol-4-yl]-1H-indol-3-yl}cyclopentane-carboxamide C(C)C1=CC=C(C=C1)N1N=CC(=C1)C=1C=C2C(=CNC2=CC1)NC(=O)C1CCCC1